BrC1=C(C=C2C(=C(C(N(C2=C1)C)=O)C#N)Cl)C 7-Bromo-4-chloro-1,6-dimethyl-2-oxo-1,2-dihydroquinoline-3-carbonitrile